CC=1C(C2=CC=C(C=C2C(C1O)=O)CCCCC)=O 2-methyl-3-hydroxy-6-pentyl-1,4-naphthoquinone